C1(CC1)N(C(=O)N)[C@H]1CNC[C@H](C1)F 1-cyclopropyl-1-((3R,5S)-5-fluoropiperidin-3-yl)urea